[NH4+].S hydrogen sulfide, ammonium salt